FC=1C=CC(=NC1C1=CC(=C(C=C1)OC)OCCC)C1CB(OC1)O 4-(5-fluoro-6-(4-methoxy-3-propoxyphenyl)pyridin-2-yl)-1,2-oxaborolan-2-ol